OC1=C(C(=O)[O-])C=C(C=C1)N.[Na+] sodium 2-hydroxy-5-aminobenzoate